2-butyloctanoic acid butyloctanoate C(CCC)OC(CCCCCCC)=O.C(CCC)C(C(=O)O)CCCCCC